C1C=C(C2=C(O1)C=CC3=CC=CC=C32)C(=O)Cl 1-CHLORO-FORMYL-3H-BENZO[F]CHROMENE